3-(3-Fluoro-4-piperidin-4-yl-phenylamino)-piperidine-2,6-dione FC=1C=C(C=CC1C1CCNCC1)NC1C(NC(CC1)=O)=O